ethyl 5-amino-2-ethylsulfanyl-4-(methylamino)benzoate NC=1C(=CC(=C(C(=O)OCC)C1)SCC)NC